FC(C1=C(CNC2=NC=C(C=N2)C(=O)NN)C=CC=C1)(F)F 2-((2-(trifluoromethyl)benzyl)amino)pyrimidine-5-carbohydrazide